6-(5-(4-methylpiperazin-1-yl)-1H-pyrrolo[2,3-b]pyridin-3-yl)spiro[indene-1,4'-piperidin]-3(2H)-one CN1CCN(CC1)C=1C=C2C(=NC1)NC=C2C2=CC=C1C(CC3(CCNCC3)C1=C2)=O